ClC1=C(C=C(C=C1)C=1C=C2C(=NC1)C=NN2CC(=O)C2CC2)C(F)(F)F 2-[6-[4-Chloro-3-(trifluoromethyl)phenyl]pyrazolo[4,3-b]pyridin-1-yl]-1-cyclopropyl-ethanone